((6-chloro-2,4-dioxo-3,4-dihydropyrimidin-1(2H)-yl) methyl) morpholine-4-carboxylate N1(CCOCC1)C(=O)OCN1C(NC(C=C1Cl)=O)=O